[Br-].[Yb+3].[Br-].[Br-] ytterbium bromide